(2S,3R)-3-hydroxy-2-(6-isobutyryl-1-oxo-2,6-diazaspiro[3.5]nonan-2-yl)butanoic acid O[C@@H]([C@@H](C(=O)O)N1C(C2(C1)CN(CCC2)C(C(C)C)=O)=O)C